4-Methyl-N-(4-piperazin-1-yl-phenyl)-3-(4-pyridin-3-yl-pyrimidin-2-ylamino)-benzamide CC1=C(C=C(C(=O)NC2=CC=C(C=C2)N2CCNCC2)C=C1)NC1=NC=CC(=N1)C=1C=NC=CC1